CC1=CC=CC=2N(N=NC21)CN(CCO)CCO 2,2'-[{(4-methyl-1H-benzotriazol-1-yl)methyl}imino]bisethanol